FC(CNC(=O)N1CC2(CC2)CC1)(F)F N-(2,2,2-trifluoroethyl)-5-azaspiro[2.4]heptane-5-carboxamide